COC(C1=C(C=C(C=C1C=C1CCN(CC1)C(C1=CC=CC=C1)=O)OC)O)=O 2-hydroxy-4-methoxy-6-[(1-benzoylpiperidin-4-ylidene)methyl]benzoic acid methyl ester